tert-butyl (2-(difluoromethyl)-4-(6-(1-methyl-1H-pyrazol-4-yl)pyrazolo[1,5-a]pyrazin-4-yl)benzyl)carbamate FC(C1=C(CNC(OC(C)(C)C)=O)C=CC(=C1)C=1C=2N(C=C(N1)C=1C=NN(C1)C)N=CC2)F